CC1(COC1)COC1C2CC(C(C1)C2)OCC2(COC2)C 2,5-bis[(3-methyl-3-oxetanyl)methoxy]bicyclo[2.2.1]heptane